Dodecanedioic acid, 1,12-bis[2-[4-(4,6-diphenyl-1,3,5-triazin-2-yl)-3-hydroxyphenoxy]-ethyl] ester C(CCCCCCCCCCC(=O)OCCOC1=CC(=C(C=C1)C1=NC(=NC(=N1)C1=CC=CC=C1)C1=CC=CC=C1)O)(=O)OCCOC1=CC(=C(C=C1)C1=NC(=NC(=N1)C1=CC=CC=C1)C1=CC=CC=C1)O